C(C)(C)(C)OC(=O)N1CC2=C(CC1)SC(=N2)C=2C(=C(C=CC2)C2=C(C(=CC=C2)OCCCN2CC1(CCOC1)CC2)C)C 2-(3'-(3-(2-oxa-7-azaspiro[4.4]non-7-yl)propoxy)-2,2'-dimethyl-[1,1'-biphenyl]-3-yl)-6,7-dihydrothiazolo[4,5-c]pyridine-5(4H)-carboxylic acid tert-butyl ester